C1=CC=C(C(=C1)C(=O)NCCC2=C(C=C(C=N2)C(F)(F)F)Cl)C(F)(F)F The molecule is a member of the class of benzamides, obtained by formal condensation of the carboxy group of 2-(trifluoromethyl)benzoic acid with the amino group of 2-[3-chloro-5-(trifluoromethyl)pyridin-2-yl]ethylamine. A fungicide used for foiliar application and as a seed treatment in order to control botrystis, powdery mildew and other diseases. It has a role as an EC 1.3.5.1 [succinate dehydrogenase (quinone)] inhibitor and an antifungal agrochemical. It is a member of benzamides, an organochlorine compound, a member of pyridines, a member of (trifluoromethyl)benzenes and a benzamide fungicide.